FC1=C(C=CC(=C1F)C=1C=NN(C1)C1OCCCC1)N1C[C@@H](N(CC1)C(=O)N1CCCC1)C ((2S)-4-(2,3-difluoro-4-(1-(Tetrahydro-2H-pyran-2-yl)-1H-pyrazol-4-yl)phenyl)-2-methylpiperazin-1-yl)(pyrrolidin-1-yl)methanone